4-(1H-indol-1-yl)-N-(2-methoxyethyl)-6-(1H-pyrazol-1-yl)-1,3,5-triazin-2-amine N1(C=CC2=CC=CC=C12)C1=NC(=NC(=N1)N1N=CC=C1)NCCOC